N1=CC(=CC=C1)C1=NN=C(O1)C=O (5-(pyridin-3-yl)-1,3,4-oxadiazol-2-yl)methanone